bis[4-(methoxycarbonyl)benzyl]trithiocarbonate COC(=O)C1=CC=C(CSC(SCC2=CC=C(C=C2)C(=O)OC)=S)C=C1